FC(C#N)F difluoroacetonitrile